(5-methoxy-6-methyl-3-pyridyl)methanone COC=1C=C(C=NC1C)C=O